ClC1=CC(=C(COC2=CC=CC(=N2)C2=CC(N(C=C2)CC2=NC3=C(N2CC2OCC2)C=C(C=C3)C(=O)O)=O)C=C1)F 2-((6-((4-chloro-2-fluorobenzyl)oxy)-2'-oxo-[2,4'-bipyridin]-1'(2'H)-yl)methyl)-1-(oxetan-2-ylmethyl)-1H-benzo[d]imidazole-6-carboxylic acid